(Z)-2-cyano-3-hydroxy-3-(5-methylisoxazol-4-yl)-N-(5-phenoxypyrimidin-2-yl)acrylamide C(#N)/C(/C(=O)NC1=NC=C(C=N1)OC1=CC=CC=C1)=C(\C=1C=NOC1C)/O